((3ar,5r,6s,6ar)-5-((tert-butyldiphenylsiloxy)methyl)-2,2-dimethyl-6-(naphthalen-2-ylmethoxy)-tetrahydrofurano[3,2-d][1,3]dioxol-5-yl)methanol O([Si](C1=CC=CC=C1)(C1=CC=CC=C1)C(C)(C)C)C[C@@]1([C@H]([C@H]2OC(O[C@H]2O1)(C)C)OCC1=CC2=CC=CC=C2C=C1)CO